O=C1N=CC(C[C@H](N)C(=O)O)=N1 2-Oxo-Histidine